6-chloro-7-(trifluoromethyl)indoline-2,3-dione ClC1=CC=C2C(C(NC2=C1C(F)(F)F)=O)=O